C(CCC(=O)ON1C(CCCC1(C)C)(C)C)(=O)ON1C(CCCC1(C)C)(C)C bis(2,2,6,6-tetramethylpiperidyl) succinate